ethyl 2-(2-((7-(3-(aminomethyl)phenyl)-4-((1-methyl-1H-pyrazol-3-yl)methoxy)benzofuran-5-yl)methoxy)phenyl)acetate NCC=1C=C(C=CC1)C1=CC(=C(C=2C=COC21)OCC2=NN(C=C2)C)COC2=C(C=CC=C2)CC(=O)OCC